trifluoro-methylthiocopper FC(S[Cu])(F)F